2-(2-chloro-5-(2-hydroxypropan-2-yl)-8-oxothieno[2',3':4,5]pyrrolo[1,2-d][1,2,4]triazin-7(8H)-yl)-N-((1r,3r)-3-hydroxy-3-methylcyclohexyl)acetamide ClC1=CC2=C(C=C3N2C(=NN(C3=O)CC(=O)N[C@H]3C[C@](CCC3)(C)O)C(C)(C)O)S1